BrC1=NC2=CC=CC(=C2C=C1)F 2-bromo-5-fluoroquinoline